CC1(COB(OC1)C1=CC(=NC2=CC=C(C(=C12)C#C[Si](C(C)C)(C(C)C)C(C)C)F)NCC1=CC=C(C=C1)OC)C 4-(5,5-dimethyl-1,3,2-dioxaborinan-2-yl)-6-fluoro-N-(4-methoxybenzyl)-5-((triisopropylsilyl)ethynyl)quinolin-2-amine